FC(C1=CC=C(C=N1)OC1=CC=C(C=C1)C1=CC=CN2C1=NS(CC2)(=O)=O)(F)F 9-(4-{[6-(trifluoromethyl)pyridin-3-yl]oxy}phenyl)-3,4-dihydropyrido[2,1-c][1,2,4]thiadiazine 2,2-dioxide